(S)-2-(5-(thiazol-2-ylmethyl)-4,5,6,7-tetrahydro-1H-imidazo[4,5-c]pyridin-4-yl)benzo[d]thiazole S1C(=NC=C1)CN1[C@@H](C2=C(CC1)NC=N2)C=2SC1=C(N2)C=CC=C1